NC=1C(=CCN(C1)C1=CC2=C(NC(=N2)C2CC2)C=C1)C(=O)C=1N(C2=CC=C(C=C2C1)F)S(=O)(=O)C1=CC=CC=C1 (5-Amino-1-(2-cyclopropyl-1H-benzo[d]imidazol-5-yl)-1H-pyrid-4-yl)(5-fluoro-1-(phenylsulphonyl)-1H-indol-2-yl)methanone